(N,N-Dimethylaminopropyl)-Aza-2-Methyl-2-Methoxysilacyclopentane CN(C)CCC[SiH]1C(CCC1)(OC)N